ClC1=CC(=C2C=CCC2=C1)C(C)C=1N=CNC1 4-[1-(6-chloro-1H-inden-4-yl)ethyl]-1H-imidazole